C12(CC3CC(CC(C1)C3)C2)C=2C(=C(C=C(C2)C(C)(CC(C)(C)C)C)C2=C(C=CC=C2)B2OC(C(O2)(C)C)(C)C)OCOC 2-(3'-(adamantan-1-yl)-2'-(methoxymethoxy)-5'-(2,4,4-trimethylpentan-2-yl)-[1,1'-biphenyl]-2-yl)-4,4,5,5-tetramethyl-1,3,2-dioxaborolane